C(C)(=O)NCCC=1N=CNC1 4-(β-Acetylaminoethyl)imidazole